beta-L-rhamnopyranosyl-(1→4) beta-D-glucopyranoside O([C@H]1[C@H](O)[C@@H](O)[C@H](O)[C@H](O1)CO)[C@@H]1[C@H](O)[C@H](O)[C@@H](O)[C@@H](O1)C